C(C)(C)(C)OC(NC=1C=NC(=C(C1)Cl)N1N=CC(=N1)CO)=O (5-chloro-6-(4-(hydroxymethyl)-2H-1,2,3-triazol-2-yl)pyridin-3-yl)carbamic acid tert-butyl ester